O=C1NC(CC[C@@H]1C=1C=CC(=NC1)N1CCN(CC1)C(=O)OC(C)(C)C)=O |r| rac-tert-butyl (R)-4-(5-(2,6-dioxopiperidin-3-yl)pyridin-2-yl)piperazine-1-carboxylate